BrC1=C2C=CC=C(C2=CC=C1)C(C)N1CCC(CC1)C(=O)OC(C)C isopropyl 1-[1-(5-bromo-1-naphthyl)ethyl]piperidine-4-carboxylate